(R)-2-((2S,3R)-3-((tert-butoxycarbonyl)amino)-4-(2-fluorophenyl)-2-hydroxybutanamido)-2-(3-(trifluoromethoxy)phenyl)acetic acid C(C)(C)(C)OC(=O)N[C@@H]([C@@H](C(=O)N[C@@H](C(=O)O)C1=CC(=CC=C1)OC(F)(F)F)O)CC1=C(C=CC=C1)F